6-(cyclohexylamino)pyrazine C1(CCCCC1)NC1=CN=CC=N1